(1r,2s)-5'-methoxy-2-{3-[(2-methoxy-6-methylpyridin-3-yl)amino]-1H-indazol-6-yl}spiro[cyclopropane-1,3'-indol]-2'(1'H)-one COC=1C=C2[C@]3(C(NC2=CC1)=O)[C@@H](C3)C3=CC=C1C(=NNC1=C3)NC=3C(=NC(=CC3)C)OC